2-(dimethylamino)-5-isobutyrylamino-N-(1-(3-(tetrahydrofuran-2-yl)phenyl)ethyl)benzamide CN(C1=C(C(=O)NC(C)C2=CC(=CC=C2)C2OCCC2)C=C(C=C1)NC(C(C)C)=O)C